FC1(CCN(CC1)C(=O)C=1N=C(SC1)C=1OC(=NN1)C(C)(C)O)F (4,4-Difluoropiperidin-1-yl)(2-(5-(2-hydroxypropan-2-yl)-1,3,4-oxadiazol-2-yl)thiazol-4-yl)methanone